1-benzylmercapto-6-chloro-naphthalene C(C1=CC=CC=C1)SC1=CC=CC2=CC(=CC=C12)Cl